2-fluoro-6-nitro-N-(pyridazin-3-ylmethyl)aniline FC1=C(NCC=2N=NC=CC2)C(=CC=C1)[N+](=O)[O-]